ClC1=NC=C(C(=N1)C1=C(N=C(S1)C1CC1)C(F)F)F 5-(2-chloro-5-fluoropyrimidin-4-yl)-2-cyclopropyl-4-(difluoromethyl)thiazole